5-bromo-6-(cyclobutoxy)-2-(1-methyl-2-oxabicyclo[2.2.1]heptan-4-yl)indazole BrC1=CC2=CN(N=C2C=C1OC1CCC1)C12COC(CC1)(C2)C